BrC=1C=C(C=CC1)[C@@H](CC(=O)N1C(OC[C@H]1C1=CC=CC=C1)=O)C (4R)-3-[(3R)-3-(3-bromophenyl)butyryl]-4-phenyl-1,3-oxazolidin-2-one